OC=1C=NN(C1CC(C(=O)OC)=C)COCC[Si](C)(C)C Methyl 2-((4-hydroxy-1-((2-(trimethylsilyl)ethoxy)methyl)-1H-pyrazol-5-yl)methyl)acrylate